OCC(C)(C)NC(C(=O)C1=C(C(=C2CCCCN12)C(=O)NC=1SC(=CN1)C)C)=O 3-(2-((1-hydroxy-2-methylpropan-2-yl)amino)-2-oxoacetyl)-2-methyl-N-(5-methylthiazol-2-yl)-5,6,7,8-tetrahydroindolizine-1-carboxamide